O=CCCCCCCCCCCC(=O)N 12-oxododecanamide